NC=1C(NC=2C3=C(C(=CC2C1C1=C2C=NNC2=C(C=C1)F)Br)N(C=N3)C)=O 7-Amino-4-bromo-6-(7-fluoro-1H-indazol-4-yl)-3-methyl-9H-imidazo[4,5-h]quinolin-8-one